C(CCCCCCCCCCCCCCCCC)N1CN(C=C1)CCCC 1-octadecyl-3-butylimidazole